1-(2-methoxy-3-methylquinoxalin-6-yl)ethan-1-one COC1=NC2=CC=C(C=C2N=C1C)C(C)=O